(2S)-2-[({1-[(tert-butoxy)carbonyl]-1,2,3,4-tetrahydroquinolin-7-yl}methyl)amino]-5,5-dimethylhexanoic acid C(C)(C)(C)OC(=O)N1CCCC2=CC=C(C=C12)CN[C@H](C(=O)O)CCC(C)(C)C